tert-Butyl 4-{[(2,4-difluorophenyl)methyl]amino}-3-fluoropiperidine-1-carboxylate FC1=C(C=CC(=C1)F)CNC1C(CN(CC1)C(=O)OC(C)(C)C)F